FC(C(=O)O)(F)F.FC(C1=CC=C(C=C1)C1=NN=C(C2=CC=CC=C12)N[C@H]1C[C@@H](NC1)CO)(F)F ((2R,4S)-4-((4-(4-(trifluoromethyl)phenyl)phthalazin-1-yl)amino)pyrrolidin-2-yl)methanol 2,2,2-trifluoroacetate